[O].[V].[Sn] tin-vanadium oxygen